3-(5-(difluoromethyl)-1,3,4-thiadiazol-2-yl)-8-((2S,6S)-2-((dimethylamino)methyl)-6-methylmorpholino)-N-(3-methyloxetan-3-yl)imidazo[1,5-a]pyridine-6-sulfonamide FC(C1=NN=C(S1)C1=NC=C2N1C=C(C=C2N2C[C@@H](O[C@H](C2)C)CN(C)C)S(=O)(=O)NC2(COC2)C)F